FC1=CC=C(C=C1)N1CCN(C2=CC=CC=C12)CC(C)N1CCN(CC1)C 1-(4-(4-fluorophenyl)-3,4-dihydroquinoxalin-1(2H)-yl)-2-(4-methylpiperazin-1-yl)propan